C[N+]1(CCOCC1)CCO 4-Methyl-4-(2-hydroxyethyl)morpholinium